ClC1=C(C=C(C=C1NC1=NC=2N(C(=N1)NC1CC1)N=CC2C#N)C#N)N2[C@@H](CN(CC2)C(=O)OC)C methyl (3R)-4-(2-chloro-5-cyano-3-{[8-cyano-4-(cyclopropylamino)pyrazolo[1,5-a][1,3,5]triazin-2-yl]amino}phenyl)-3-methylpiperazine-1-carboxylate